The molecule is an aminoglycoside phosphate and an ortho ester. It derives from a hygromycin B. It is a conjugate base of a 4-O-phosphohygromycin B(1+). CN[C@H]1C[C@H]([C@@H]([C@H]([C@@H]1OP(=O)(O)O)O[C@H]2[C@@H]3[C@H]([C@H]([C@H](O2)CO)O)O[C@@]4(O3)[C@@H]([C@H]([C@H]([C@H](O4)C(CO)N)O)O)O)O)N